C(C)(C)(C)OC(=O)N1CCC(CC1)NC=1N=CC2=C(N1)N(C(C=C2)=O)C21CC(C2)C1 Tert-butyl-4-((8-(bicyclo[1.1.1]pentan-1-yl)-7-oxo-7,8-dihydropyrido[2,3-d]pyrimidin-2-yl) amino)piperidine-1-carboxylate